tert-Butyl ((2-(((2R*,3R*)-2-(3-((4,4-difluorocyclohexyl)amino)propyl)tetrahydrofuran-3-yl)oxy)-4-methylphenyl)sulfonyl)-L-prolinate FC1(CCC(CC1)NCCC[C@H]1OCC[C@H]1OC1=C(C=CC(=C1)C)S(=O)(=O)N1[C@@H](CCC1)C(=O)OC(C)(C)C)F |o1:11,15|